ClC1=C(C(=CC(=C1)\C=C\C)OC)C=1C(NC2(C1O)CCC(CC2)OC)=O 3-{2-Chloro-6-methoxy-4-[(1E)-prop-1-en-1-yl]phenyl}-4-hydroxy-8-methoxy-1-azaspiro[4.5]dec-3-en-2-one